(S)-2-(tert-butoxy)-2-(7-(4-chlorophenyl)-5-methyl-2-(1-methyl-3-(1-(1-methylazetidin-3-yl)piperidin-4-yl)-1H-indazol-5-yl)benzo[d]thiazol-6-yl)acetic acid C(C)(C)(C)O[C@H](C(=O)O)C1=C(C2=C(N=C(S2)C=2C=C3C(=NN(C3=CC2)C)C2CCN(CC2)C2CN(C2)C)C=C1C)C1=CC=C(C=C1)Cl